N'-hydroxybenzamidine ON=C(C1=CC=CC=C1)N